O1CCN(CC1)C=1C=CC2=C(N=NNC2=O)C1 7-morpholinobenzo[d][1,2,3]triazin-4(3H)-one